(S)-2-methyl-N-(4-methyl-3-(((R)-1-(naphthalen-1-yl)ethyl)carbamoyl)phenyl)pyrrolidine-2-carboxamide 2,2,2-trifluoroacetate FC(C(=O)O)(F)F.C[C@@]1(NCCC1)C(=O)NC1=CC(=C(C=C1)C)C(N[C@H](C)C1=CC=CC2=CC=CC=C12)=O